2-Formylpyrrolidine-1-carboxylate C(=O)C1N(CCC1)C(=O)[O-]